triazolo[1,5-a]pyrazine-7(8H)-carboxamide N1=NC=C2N1C(=CN=C2)C(=O)N